methyl (1r,4r)-2'-{2-benzyl-3-[(4-methoxyphenyl)methoxy]propyl}-4-(3-chloroanilino)spiro[cyclohexane-1,1'-indene]-4-carboxylate C(C1=CC=CC=C1)C(CC=1C2(C3=CC=CC=C3C1)CCC(CC2)(C(=O)OC)NC2=CC(=CC=C2)Cl)COCC2=CC=C(C=C2)OC